3,9-bis[4-(o-propenylphenoxy)phenyl]-tricyclo-[5.2.1.02,6]Decane C(=CC)C1=C(OC2=CC=C(C=C2)C2C3C4C(CC(C3CC2)C4)C4=CC=C(C=C4)OC4=C(C=CC=C4)C=CC)C=CC=C1